CC1=CC=C(C=C1)S(=O)(=O)OC(CNC(OC(C)(C)C)=O)CC tert-butyl N-{2-[(4-methylbenzenesulfonyl)oxy]butyl}carbamate